4-(2-bromo-1,3-thiazol-5-yl)-N-(1-methylsulfonylpiperidin-4-yl)-5-(trifluoromethyl)pyrimidin-2-amine BrC=1SC(=CN1)C1=NC(=NC=C1C(F)(F)F)NC1CCN(CC1)S(=O)(=O)C